ClC1=NC(=CC(=N1)C1CC1)B1OC(C(O1)(C)C)(C)C 2-Chloro-4-cyclopropyl-6-(4,4,5,5-tetramethyl-1,3,2-dioxaborolane-2-yl)pyrimidine